[Cl-].COC[P+](C1=CC=CC=C1)(C1=CC=CC=C1)C1=CC=CC=C1 (methoxymethyl)-triphenyl-phosphonium chloride